BrC=1C=C2C=CN(C(C2=CC1F)=O)CCC[C@H](CN(C)C)NC=1C=NN(C(C1C(F)(F)F)=O)COCC[Si](C)(C)C 6-bromo-2-[(4R)-5-(dimethylamino)-4-[[6-oxo-5-(trifluoromethyl)-1-(2-trimethylsilylethoxymethyl)pyridazin-4-yl]amino]pentyl]-7-fluoro-isoquinolin-1-one